FC1=C(C(=CC=C1)O)C=1C(=CC2=C(N(C(N=C2N2[C@H](CN(CC2)C(C=C)=O)C)=O)C2=C(C=CC=C2)C(C)C)N1)C 7-(2-fluoro-6-hydroxyphenyl)-6-methyl-4-((2S)-2-methyl-4-(2-propenoyl)-1-piperazinyl)-1-(2-(2-propanyl)-phenyl)pyrido-[2,3-d]pyrimidin-2(1H)-one